3-(2-(diisopropyl-amino)ethyl)-1H-indol-4-yl butyrate C(CCC)(=O)OC1=C2C(=CNC2=CC=C1)CCN(C(C)C)C(C)C